C1(CC1)N1CCN(CC1)C1=C(N)C=C(C(=C1)F)C=1C=NC(=NC1)N1CCOCC1 2-(4-cyclopropylpiperazin-1-yl)-4-fluoro-5-(2-morpholinopyrimidin-5-yl)aniline